FC(C(=O)O)(F)F.NCC(CC=1N(C(NN1)=O)C1=NC(=CC=C1)C1=CC2=C(OCO2)C=C1)=C(F)F [2-(aminomethyl)-3,3-difluoro-allyl]-4-[6-(1,3-benzodioxol-5-yl)-2-pyridinyl]-1,2,4-triazol-3-one trifluoroacetate salt